N-{4-[1-(3-cyano-1-methyl-2-oxo-1,2-dihydro-quinolin-4-yl)piperidin-4-yl]phenyl}benzenesulfonamide C(#N)C=1C(N(C2=CC=CC=C2C1N1CCC(CC1)C1=CC=C(C=C1)NS(=O)(=O)C1=CC=CC=C1)C)=O